FC1([C@H](C1)C=1NC=C(N1)CC1=CC=NC=C1)F (R)-4-((2-(2,2-Difluorocyclopropyl)-1H-imidazol-4-yl)methyl)pyridine